CC1=NOC(=C1C=1C=C(OC2=C(C=C(N)C=C2C)C)C=C(C1)C)C 4-(3-(3,5-dimethylisoxazol-4-yl)-5-methylphenoxy)-3,5-dimethylaniline